(R)-5-((1-(3-(difluoromethyl)-2-fluorophenyl)ethyl)amino)-7-methyl-3-(1-methylcyclopropyl)-3,4-dihydropyrimido[4,5-d]pyrimidin-2(1H)-one FC(C=1C(=C(C=CC1)[C@@H](C)NC1=C2C(=NC(=N1)C)NC(N(C2)C2(CC2)C)=O)F)F